2-(9H-carbazol-9-yl)-4,5,6-tris(3,6-diphenyl-9H-carbazol-9-yl)-3-(6-methylpyridin-2-yl)benzonitrile C1=CC=CC=2C3=CC=CC=C3N(C12)C1=C(C#N)C(=C(C(=C1C1=NC(=CC=C1)C)N1C2=CC=C(C=C2C=2C=C(C=CC12)C1=CC=CC=C1)C1=CC=CC=C1)N1C2=CC=C(C=C2C=2C=C(C=CC12)C1=CC=CC=C1)C1=CC=CC=C1)N1C2=CC=C(C=C2C=2C=C(C=CC12)C1=CC=CC=C1)C1=CC=CC=C1